CC(OC(C(C)(C)O)(C)C)CO pentamethyldiethyleneglycol